FC1(CNCCC1C1=CC=C2C(=NN(C2=C1)C)C1C(NC(CC1)=O)=O)F 3-[6-(3,3-Difluoro-4-piperidyl)-1-methyl-indazol-3-yl]piperidine-2,6-dione